BrC1CC=2C(=CC=3C(CCC(C3C2)(C)C)(C)C)C1O 2-bromo-5,5,8,8-tetramethyl-2,3,5,6,7,8-hexahydro-1H-cyclopenta[b]naphthalen-1-ol